NC=1C=CC=C2C(=CNC12)C1=CC(=NC=C1)NC(=O)C1CC1 N-(4-(7-amino-1H-indol-3-yl)pyridin-2-yl)cyclopropanecarboxamide